(1r,4r)-N'-(5-Methyl-4-(7-(pyrimidin-5-ylamino)imidazo[1,2-a]pyridin-3-yl)pyrimidin-2-yl)cyclohexane-1,4-diamine CC=1C(=NC(=NC1)NC1CCC(CC1)N)C1=CN=C2N1C=CC(=C2)NC=2C=NC=NC2